O[C@]12[C@@H]3CC[C@@H]4C[C@H](CC[C@@]4([C@H]3CC[C@@]2([C@H](CC1)C=1C=CC(OC1)=O)C)C)NC(=O)[C@H]1NCCC1 (S)-N-((3S,5R,8R,9S,10S,13R,14S,17R)-14-hydroxy-10,13-dimethyl-17-(2-oxo-2H-pyran-5-yl)hexadecahydro-1H-cyclopenta[a]phenanthren-3-yl)pyrrolidine-2-carboxamide